C(C1=C(C(=CC(=C1)C(CC(C)(C)C)(C)C)N1N=C2C(=N1)C=CC=C2)O)C2=C(C(=CC(=C2)C(CC(C)(C)C)(C)C)N2N=C1C(=N2)C=CC=C1)O 2,2'-methylenebis{6-(2H-benzotriazol-2-yl)-4-(1,1,3,3-tetramethylbutyl)phenol}